2-[[4-[5-isobutyl-2-(2H-tetrazol-5-yl)phenyl]piperazin-1-yl]methyl]pyrazine C(C(C)C)C=1C=CC(=C(C1)N1CCN(CC1)CC1=NC=CN=C1)C=1N=NNN1